BrC=1C=C(C(=C(C1)C1=NN(C=N1)C)OC)[N+](=O)[O-] (5-bromo-2-methoxy-3-nitrophenyl)-1-methyl-1H-1,2,4-triazole